N-((2r,3s)-2-(4-chlorophenyl)-1-(1,4-dimethyl-2-oxo-1,2-dihydro-quinolin-7-yl)-6-oxopiperidin-3-yl)-2-methylpropane-1-sulfonamide ClC1=CC=C(C=C1)[C@H]1N(C(CC[C@@H]1NS(=O)(=O)CC(C)C)=O)C1=CC=C2C(=CC(N(C2=C1)C)=O)C